5α,6α-epoxycholestanol C[C@H](CCCC(C)C)[C@H]1CC[C@@H]2[C@@]1(CC[C@H]3[C@H]2C[C@H]4[C@@]5([C@@]3(CC[C@@H](C5)O)C)O4)C